BrC/C=C/CN1C2=C(C3=CC(=CC(=C13)OC)C(=O)N)C=NC(=N2)C2=CC(=NN2CC)C (E)-9-(4-bromobut-2-en-1-yl)-2-(1-ethyl-3-methyl-1H-pyrazol-5-yl)-8-methoxy-9H-pyrimido[4,5-b]Indole-6-carboxamide